4-oxo-butyryl-(4-isopropyl)piperazineamine O=CCCC(=O)C1N(CCN(C1)C(C)C)N